C(#C)C1(OC2CC34C(C(C(C2(O1)C)C4)(C)C)CCC3C)C 5-ethynyl-5,7,9,9,13-pentamethyl-4,6-dioxatetracyclo[6.5.1.01,10.03,7]tetradecane